BrCCC(=O)N(C)C 3-bromo-N,N-dimethyl-propionamide